C1(CCC1)C[C@H](CC=O)[C@H]1N(C(OC1)(C)C)C(=O)OC(C)(C)C tert-Butyl (4R)-4-[(1R)-1-(cyclobutylmethyl)-3-oxo-propyl]-2,2-dimethyl-oxazolidine-3-carboxylate